N-(4-(6'-fluoro-1'h-spiro[cyclopropane-1,4'-isoquinoline]-2'(3'h)-yl)-2,6-dimethylphenyl)-3,3-dimethylbutyramide FC=1C=C2C3(CN(CC2=CC1)C1=CC(=C(C(=C1)C)NC(CC(C)(C)C)=O)C)CC3